5-[6-(5-chloro-2-fluorophenyl)-2H,3H,4H-pyrido[3,2-b][1,4]oxazin-8-yl]-N-[3-(piperazin-1-yl)propyl]pyridine-3-carboxamide ClC=1C=CC(=C(C1)C=1C=C(C=2OCCNC2N1)C=1C=C(C=NC1)C(=O)NCCCN1CCNCC1)F